C(CCC)OC1=CC=C(C=CC=2OC(=NN2)C(Cl)(Cl)Cl)C=C1 2-(4-butoxystyryl)-5-trichloromethyl-1,3,4-oxadiazole